4-[2-(2-methylprop-2-enoyloxy)ethoxy]-4-oxobutanoic acid CC(C(=O)OCCOC(CCC(=O)O)=O)=C